6,7-dihydro-5H-pyrrolo[1,2-a]imidazol-3-yl-[(7S)-2,7-dimethyl-3-(3,4,5-trifluorophenyl)-5,7-dihydro-4H-pyrazolo[3,4-c]pyridin-6-yl]methanone N1=C2N(C(=C1)C(=O)N1[C@H](C=3C(CC1)=C(N(N3)C)C3=CC(=C(C(=C3)F)F)F)C)CCC2